C1(CC1)CCN(C1=C2CN(C(C2=CC=C1)=O)N1C(CCCC1=O)=O)C1CCC(CC1)NCCCC(F)(F)F 4-[(2-cyclopropylethyl)[(1r,4r)-4-[(4,4,4-trifluorobutyl)amino]cyclohexyl]amino]-1-oxo-3H-isoindol-2-ylpiperidine-2,6-dione